(4-((4-((cyclopropylmethyl)amino)-6-(6-(trifluoromethyl)pyridin-2-yl)-1,3,5-triazin-2-yl)amino)pyridin-2-yl)cyclopropanecarbonitrile C1(CC1)CNC1=NC(=NC(=N1)C1=NC(=CC=C1)C(F)(F)F)NC1=CC(=NC=C1)C1(CC1)C#N